2-(4'-Fluoro-2'-(4-methyl-4H-1,2,4-triazol-3-yl)-[1,1'-biphenyl]-3-yl)-7-(trifluoromethyl)-1H-benzo[d]imidazole-5-carbaldehyde FC1=CC(=C(C=C1)C1=CC(=CC=C1)C1=NC2=C(N1)C(=CC(=C2)C=O)C(F)(F)F)C2=NN=CN2C